[4-(1,1-difluoroethyl)-3-fluorophenyl]acetamide FC(C)(F)C1=C(C=C(C=C1)CC(=O)N)F